1-(N-(1-(3,5-bis(trifluoromethyl)phenyl)-1H-pyrazol-3-yl)propiolamido)-N-(2,4-dimethoxybenzyl)cyclopentane-1-carboxamide FC(C=1C=C(C=C(C1)C(F)(F)F)N1N=C(C=C1)N(C(C#C)=O)C1(CCCC1)C(=O)NCC1=C(C=C(C=C1)OC)OC)(F)F